1-(2-methyl-3-nitropyridin-4-yl)ethan-1-one CC1=NC=CC(=C1[N+](=O)[O-])C(C)=O